α-D(+)-mannose O[C@@H]1[C@@H](O)[C@@H](O)[C@H](O)[C@H](O1)CO